tert-butyl (2R,3S,4S)-4-[(tert-butoxycarbonyl)oxy]-3-[({[(2R)-1-(tert-butoxycarbonyl)pyrrolidin-2-yl]methyl} carbamoyl)oxy]-2-[(4-methoxyphenyl)methyl]pyrrolidine-1-carboxylate C(C)(C)(C)OC(=O)O[C@@H]1[C@H]([C@H](N(C1)C(=O)OC(C)(C)C)CC1=CC=C(C=C1)OC)OC(NC[C@@H]1N(CCC1)C(=O)OC(C)(C)C)=O